(S)-4-fluoro-4-methyl-2-(((S)-2,2,2-trifluoro-1-(8-fluorodibenzo[b,d]furan-3-yl)ethyl)amino)pentanoic acid FC(C[C@@H](C(=O)O)N[C@H](C(F)(F)F)C=1C=CC2=C(OC3=C2C=C(C=C3)F)C1)(C)C